(Z)-3-(2,3-bis(tert-butoxycarbonyl)guanidino)-5-cyanobenzoic acid C(C)(C)(C)OC(=O)\N=C(\NC=1C=C(C(=O)O)C=C(C1)C#N)/NC(=O)OC(C)(C)C